NC=1C2=C(OC1C(=O)OCC)C1=CC=CC=C1C=C2 ethyl 3-amino-naphtho[1,2-b]furan-2-carboxylate